Pentanoyl chloride C(CCCC)(=O)Cl